CC(C)(C=O)O The molecule is a hydroxyaldehyde that is isobutyraldehyde carrying a single hydroxy substituent at position 2. It has a role as a bacterial xenobiotic metabolite. It is a member of propanals, a hydroxyaldehyde and a tertiary alcohol. It derives from an isobutyraldehyde. It derives from a hydride of an isobutane.